ethyl 3-(4'-methoxy-3'-(N-(5-oxo-5,6,7,8-tetrahydro-1,6-naphthyridin-3-yl)sulfamoyl)-[1,1'-biphenyl]-4-yl)propanoate COC1=C(C=C(C=C1)C1=CC=C(C=C1)CCC(=O)OCC)S(NC=1C=NC=2CCNC(C2C1)=O)(=O)=O